21-[4-[2,6-bis(1-pyrrolidinyl)-4-pyrimidinyl]-1-piperazinyl]pregna-4-en-3,11,20-trione N1(CCCC1)C1=NC(=CC(=N1)N1CCN(CC1)CC([C@H]1CC[C@H]2[C@@H]3CCC4=CC(CC[C@]4(C)[C@H]3C(C[C@]12C)=O)=O)=O)N1CCCC1